C(C1=CC=CC=C1)OC1=CC(=CC(=C1)F)F 1-(benzyloxy)-3,5-difluorobenzene